6-(2,3-dimethoxybenzylamino)-9-glucopyranosylpurine COC1=C(CNC2=C3N=CN(C3=NC=N2)C2[C@H](O)[C@@H](O)[C@H](O)[C@H](O2)CO)C=CC=C1OC